C(C=C)C1=CC(=C(C=C1)OC)OC 4-allyl-1,2-dimethoxybenzene